4-((4-(2-(4-((1s,3s)-3-aminocyclobutoxy)phenyl)propan-2-yl)phenoxy)methyl)-N-Ethylpyrimidine-2-carboxamide NC1CC(C1)OC1=CC=C(C=C1)C(C)(C)C1=CC=C(OCC2=NC(=NC=C2)C(=O)NCC)C=C1